Methyl 3-chlorosulfonyl-4-methoxy-5-(trifluoromethyl)benzoate ClS(=O)(=O)C=1C=C(C(=O)OC)C=C(C1OC)C(F)(F)F